N1C=NC2=C1C=CC(=C2)N2C(NC(C2C2=CC=C(C=C2)C=2N=NN(N2)C)=O)=O 1-(1H-Benzimidazol-5-yl)-5-[4-(2-methyl-2H-tetrazol-5-yl)phenyl]imidazolidine-2,4-dione